C(CCC)C(=C(C(=O)O)CCCC)C(=O)O dibutyl-butenedioic acid